C(#N)[C@H](C[C@@H]1C(NCCC1)=O)NC(=O)[C@H]1N([C@@H]2CC([C@H]1CC2)(F)F)C([C@@H](NC2=C(C=CC(=C2)F)F)C)=O (1S,3S,4S)-N-((S)-1-cyano-2-((R)-2-oxopiperidin-3-yl)ethyl)-2-((2,5-difluorophenyl)-L-alanyl)-5,5-difluoro-2-azabicyclo[2.2.2]octane-3-carboxamide